N-(2-(benzyloxy)-5-vinylphenyl)formamide C(C1=CC=CC=C1)OC1=C(C=C(C=C1)C=C)NC=O